1,4-dichloromethoxybutane oxygen [O].ClCOCCCCOCCl